2-((6-(tert-butoxycarbonyl)-6-azaspiro[3.4]octan-2-yl)amino)pyrimidine-5-carboxylic acid C(C)(C)(C)OC(=O)N1CC2(CC(C2)NC2=NC=C(C=N2)C(=O)O)CC1